7-cyano-2-methyl-5-((2-(trifluoromethyl)pyridin-3-yl)methoxy)-benzofuran-3-carboxylic acid C(#N)C1=CC(=CC=2C(=C(OC21)C)C(=O)O)OCC=2C(=NC=CC2)C(F)(F)F